tert-butyl (2-(4-(4-((2,6-dioxopiperidin-3-yl)amino)phenyl)piperidin-1-yl)ethyl)carbamate O=C1NC(CCC1NC1=CC=C(C=C1)C1CCN(CC1)CCNC(OC(C)(C)C)=O)=O